N-(1-((1R,2R)-2-fluorocyclopropyl)-2-oxo-1,2-dihydropyridin-3-yl)-7-isopropoxy-2-(1-methyl-2-oxabicyclo[2.1.1]hex-4-yl)imidazo[1,2-a]pyrimidine-6-carboxamide F[C@H]1[C@@H](C1)N1C(C(=CC=C1)NC(=O)C=1C(=NC=2N(C1)C=C(N2)C21COC(C2)(C1)C)OC(C)C)=O